CN1C(=C(C2=CC=CC=C12)C(=O)O)C 1,2-dimethyl-1H-indole-3-carboxylic acid